ClC1=C(C(=C(N=N1)OC1=CC(=CC=C1)C(F)(F)F)C(=O)NCC(F)(F)C1=C(C=C(C=C1)C)C)C=1C=NC=CC1 6-chloro-N-[2-(2,4-dimethylphenyl)-2,2-difluoro-ethyl]-5-(3-pyridyl)-3-[3-(trifluoromethyl)phenoxy]pyridazine-4-carboxamide